tert-butyl 2-oxopyridine-1(2H)-carboxylate O=C1N(C=CC=C1)C(=O)OC(C)(C)C